N-Methyl-N-(6-methyl-2-((4aS,5aR)-5a-methyl-1,4,4a,5,5a,6-hexahydrocyclopropa[f]indazol-3-yl)-1H-benzo[d]imidazol-5-yl)-2-((S)-2-methylmorpholino)acetamide CN(C(CN1C[C@@H](OCC1)C)=O)C1=CC2=C(NC(=N2)C2=NNC=3C[C@@]4([C@H](CC23)C4)C)C=C1C